ethyl 3-[2,5-bis(4-fluorophenyl)-4-methyl-1H-pyrrol-3-yl]propanoate FC1=CC=C(C=C1)C=1NC(=C(C1CCC(=O)OCC)C)C1=CC=C(C=C1)F